COC=1C=C(CN(C2=CC=C(C=C2)COCC2=CC(=CC=C2)OC)CC2=CC(=CC=C2)OC)C=CC1 N,N-bis(3-methoxybenzyl)-4-((3-methoxybenzyloxy)methyl)aniline